2-(4,4-difluoro-3-methylpiperidin-1-yl)-8-fluoroquinoline-3-carboxylic acid FC1(C(CN(CC1)C1=NC2=C(C=CC=C2C=C1C(=O)O)F)C)F